C(#N)C(NC(=O)[C@@H]1[C@H]2C([C@H]2CN1C([C@H](C(C)(C)C)NC(C(F)(F)F)=O)=O)(C)C)C1=C2C=CC=NC2=CN=C1 (1R,2S,5S)-N-[cyano(1,7-naphthyridin-5-yl)methyl]-3-[(2S)-3,3-dimethyl-2-[(2,2,2-trifluoroacetyl)amino]butanoyl]-6,6-dimethyl-3-azabicyclo[3.1.0]hexane-2-carboxamide